2-methylthio-N6-isopentenyl-adenosine KALIUM-NATRIUM TARTRAT C(=O)([O-])C(O)C(O)C(=O)[O-].[Na+].[K+].CSC=1N=C(C=2N=CN([C@H]3[C@H](O)[C@H](O)[C@@H](CO)O3)C2N1)NCCC(=C)C